ClC1=C(C(=NC=C1)N)I 4-Chloro-3-iodopyridin-2-ylamine